perfluoropropan FC(C(C(F)(F)F)(F)F)(F)F